BrC1=C(N)C=C(C=C1)OC(C(F)(F)F)C 2-bromo-5-((1,1,1-trifluoropropan-2-yl)oxy)aniline